6-(2-hydroxy-2-methylpropyl)-2-((7-(8-methyl-2,3-dihydro-1H-pyrido[2,3-b][1,4]oxazin-7-yl)quinazolin-2-yl)amino)-7,8-dihydro-4H-pyrazolo[1,5-d][1,4]diazepin-5(6H)-one OC(CN1CCN2C(CC1=O)=CC(=N2)NC2=NC1=CC(=CC=C1C=N2)C2=C(C1=C(OCCN1)N=C2)C)(C)C